1-(tert-butyl)-3-chloro-7,7,10,10-tetramethyl-7,8,9,10-tetrahydro-5H-benzo[b]carbazole C(C)(C)(C)C1=C2C=3C=C4C(=CC3NC2=CC(=C1)Cl)C(CCC4(C)C)(C)C